C(C)OC([C@@H](NC(CCCOCC1=CC=CC=C1)=O)CC1=CC(=NC=C1)OC)=O N-[4-(benzyloxy)butanoyl]-3-(2-methoxypyridin-4-yl)alanine ethyl ester